P(=O)(O)(O)OC[C@@H]1[C@H](C[C@@H](O1)N1C(=O)NC(=O)C(=C1)F)O 5-Fluoro-2'-desoxyuridin-5'-mono-phosphat